3-(4-amino-2-oxo-1,2-dihydropyrimidin-5-yl)-1-(4-fluoro-2-methylphenyl)-6-(trifluoromethyl)-2,3-dihydroquinazolin-4(1H)-one NC1=NC(NC=C1N1CN(C2=CC=C(C=C2C1=O)C(F)(F)F)C1=C(C=C(C=C1)F)C)=O